ClC1=C(N=C(NC1=O)C=1C=NNC1Cl)N1C(COCC1)C 5-chloro-2-(5-chloro-1H-pyrazol-4-yl)-4-[3-methylmorpholin-4-yl]-1H-pyrimidin-6-one